C(C)(C)(C)OC(=O)N[C@H](C(=O)NC1=CC=C(C(=O)O)C=C1)CC1=CC=C(C=C1)NC(C(F)(F)F)=O (S)-4-(2-((tert-butoxycarbonyl)amino)-3-(4-(2,2,2-trifluoroacetamido)phenyl)propionamido)benzoic acid